C(C)(C)(C)OC(CSC(C)(C)[C@@H]1N(C(OC1)(C)C)C(=O)OC(C)(C)C)=O tert-butyl (R)-4-(2-((2-(tert-butoxy)-2-oxoethyl)thio)propan-2-yl)-2,2-dimethyloxazolidine-3-carboxylate